(2S)-3-[3-[3-[(2S)-2-carboxy-2-[(3R)-pyrrolidin-3-yl]ethyl]phenyl]sulfinylphenyl]-2-[(3R)-pyrrolidin-3-yl]propionic acid C(=O)(O)[C@@H](CC=1C=C(C=CC1)S(=O)C=1C=C(C=CC1)C[C@H](C(=O)O)[C@@H]1CNCC1)[C@@H]1CNCC1